N1=CN=CC(=C1)C(C(=O)C1=CC(=CC=C1)Br)=O 1-(5-pyrimidinyl)-2-(3-Bromophenyl)-1,2-ethanedione